C(CCCCCCCCCCC)C1CCC(C2=C(C=CC=C12)[N+](=O)[O-])CCCCCCCC 1-dodecyl-4-octyl-5-nitrotetraline